C1=2CC=3C=CC=CC3CCC2C=CC=C1 Tricyclo[9.4.0.03,8]pentadeca-1(11),3(8),4,6,12,14-hexaen